CC=1C(=C(C(C1)(C)[Zr]C1C(=CC2=CC=CC=C12)C)C)C (tetramethylcyclopentadienyl)(2-methylindenyl)zirconium